Racemic-N-(1-(6,7-difluoro-4-oxo-3,4-dihydrophthalazin-1-yl)ethyl)-N-methylbenzo[d]oxazole-5-carboxamide FC=1C=C2C(NN=C(C2=CC1F)[C@@H](C)N(C(=O)C=1C=CC2=C(N=CO2)C1)C)=O |r|